tert-butyl (1-(4-((1-(cis-4-(hydroxymethyl)cyclohexyl)-2-oxo-1,2-dihydropyrimidin-4-yl)carbamoyl)piperazin-1-yl)-2-methyl-1-oxopropan-2-yl)carbamate OC[C@H]1CC[C@H](CC1)N1C(N=C(C=C1)NC(=O)N1CCN(CC1)C(C(C)(C)NC(OC(C)(C)C)=O)=O)=O